C(C)(CC)OC1=C(C=C(C=C1)C)N1/C(/SCC1=O)=N/C(OC(CC1=CC=C(C=C1)C1=NN(C=N1)C1=CC=C(C=C1)OC(F)(F)F)C)=O 1-(4-(1-(4-(Trifluoromethoxy)phenyl)-1H-1,2,4-triazol-3-yl)phenyl)propan-2-yl (Z)-(3-(2-(sec-butoxy)-5-methylphenyl)-4-oxothiazolidin-2-ylidene)carbamate